tert-Butyl N-[(5S)-6-[[2-(1,3-benzodioxol-5-yl)-1-methyl-2-oxo-ethyl]-methyl-amino]-5-(tert-butoxycarbonylamino)-6-oxo-hexyl]carbamate O1COC2=C1C=CC(=C2)C(C(C)N(C([C@H](CCCCNC(OC(C)(C)C)=O)NC(=O)OC(C)(C)C)=O)C)=O